Ethyl 3-(4-methoxy-2-(methoxymethyl-d2) phenyl)-3-oxopropionate COC1=CC(=C(C=C1)C(CC(=O)OCC)=O)C([2H])([2H])OC